3-[2-(2,5-Dimethoxyphenylamino)-1-hydroxyethyl]-1H-1,2,4-triazol-5(4H)-one COC1=C(C=C(C=C1)OC)NCC(O)C1=NNC(N1)=O